ClC=1C(=CC(=C(C(=O)NS(=O)(=O)C2CNCC2)C1)F)OCC1CCCC1 5-chloro-4-(cyclopentylmethoxy)-2-fluoro-N-(pyrrolidin-3-ylsulfonyl)-benzamide